3-(5-cyclopropyl-4-(pyridin-2-yl)isoxazol-3-yl)-1-isopropyl-1H-pyrazolo[3,4-d]pyrimidin-4-amine C1(CC1)C1=C(C(=NO1)C1=NN(C2=NC=NC(=C21)N)C(C)C)C2=NC=CC=C2